3-(3-nitro-1H-pyrazol-4-yl)-N-(4-(3-oxo-3-(phenylamino)propyl)-1-phenyl-1H-imidazol-2-yl)benzamide [N+](=O)([O-])C1=NNC=C1C=1C=C(C(=O)NC=2N(C=C(N2)CCC(NC2=CC=CC=C2)=O)C2=CC=CC=C2)C=CC1